NC1=C(C(=CC=C1)C)C Aminoxylen